1-(2-amino-5-nitrophenoxy)butan-2-one NC1=C(OCC(CC)=O)C=C(C=C1)[N+](=O)[O-]